C1(CC1)CN1C(C=2C=3C(=CC=CC13)C1=CC=CC=C1C2)N2CC1=CC=CC=C1CC2 4-(cyclopropylmethyl)-5-(3,4-dihydroisoquinolin-2(1H)-yl)-4,5-dihydronaphtho[3,2,1-cd]indole